CC1CC(C(CC1)C(C)(C)SCCC(=O)OCCCC)=O butyl 3-((2-(4-methyl-2-oxocyclohexyl)propan-2-yl)thio)propanoate